2-[6-[(2S)-2-(hydroxymethyl)morpholin-4-yl]-4-methyl-pyridazin-3-yl]-5-(trifluoromethyl)phenol OC[C@@H]1CN(CCO1)C1=CC(=C(N=N1)C1=C(C=C(C=C1)C(F)(F)F)O)C